3-formyl-benzo[b]thiophene-5-carboxylic acid C(=O)C=1C2=C(SC1)C=CC(=C2)C(=O)O